2,2-dimethyl-3-dimethylamino-1-propanol CC(CO)(CN(C)C)C